COC(=O)C1=CC=C2C(=N1)N(C=C2C=O)C.BrN2C(CC=1C=CCC(C21)=C(C2=CC=CC=C2)C2=CC=CC=C2)=O (E)-bromo-7-diphenylmethyleneindolin-2-one methyl-3-formyl-1-methyl-1H-pyrrolo[2,3-b]pyridine-6-carboxylate